dihydro-3(s)-imino-2-methyl-1,2,4-triazine methanesulfonate CS(=O)(=O)O.N=C1N(NC=CN1)C